F[C@H]1CNCC[C@H]1N1C=CC2=C(C=CC=C12)N1C(NC(CC1)=O)=O 1-(1-((3S,4R)-3-fluoropiperidin-4-yl)-1H-indol-4-yl)dihydropyrimidine-2,4(1H,3H)-dione